2-(4-(2-chloropyrimidin-4-yl)cyclohex-3-en-1-yl)acetaldehyde ClC1=NC=CC(=N1)C1=CCC(CC1)CC=O